FC12CCC(CC1)(C2)C(=O)N2C[C@H]1SC3=C([C@@H]2C1)C=NC=C3C#N (2S,5S)-4-(4-fluorobicyclo[2.2.1]heptane-1-carbonyl)-2,3,4,5-tetrahydro-2,5-methanopyrido[3,4-f][1,4]thiazepine-9-carbonitrile